S1C=C(C=C1)C=1C=CC(=NC1)C=1C(=NC(=NC1)N)N (5-(thiophen-3-yl)pyridin-2-yl)pyrimidine-2,4-diamine